S(=O)(=O)(OC(CCC(C)C)CCCCCCCCCO[Si](C1=CC=CC=C1)(C1=CC=CC=C1)C(C)(C)C)O 14-((t-butyldiphenylsilyl)oxy)-2-methyltetradecan-5-yl Hydrogen Sulfate